N-(3-chloro-1H-indol-7-yl)-1,4-benzenedisulfonamide ClC1=CNC2=C(C=CC=C12)NS(=O)(=O)C1=CC=C(C=C1)S(=O)(=O)N